tert-butyl-4-indolin-4-yl-3,6-dihydro-2H-pyridine C(C)(C)(C)C1NCC=C(C1)C1=C2CCNC2=CC=C1